FC(C=1C=C(C=C(C1)C(F)(F)F)C1=NN(C=N1)\C=C/C(=O)NNC1=NC=CN=C1)(F)F (Z)-3-(3-(3,5-bis(trifluoromethyl)phenyl)-1H-1,2,4-triazol-1-yl)-N'-(pyrazin-2-yl)propenohydrazide